p-methoxybenzenepropionamide COC1=CC=C(C=C1)CCC(=O)N